FC1(C(N(CC1)C(C(F)(F)F)C1=NC=C2C=C(C=NC2=C1)OC1=C(C=C(C=C1)F)F)C1=CC=CC=C1)F 7-(1-(3,3-Difluoro-2-phenylpyrrolidin-1-yl)-2,2,2-trifluoroethyl)-3-(2,4-difluorophenoxy)-1,6-naphthyridine